BrC1=CC(=C(CNCCO)C(=C1)F)F 2-((4-bromo-2,6-difluorobenzyl)amino)ethan-1-ol